(1-(tert-butoxycarbonyl)-2'-(3,6-dihydro-2H-pyran-4-yl)-9'-oxo-5',6',7',9'-tetrahydro-4'H-spiro[piperidine-4,8'-[1,2,4]triazolo[5,1-b]quinazolin]-4'-yl)acetic acid C(C)(C)(C)OC(=O)N1CCC2(C=3C(N4C(N(C3CCC2)CC(=O)O)=NC(=N4)C=4CCOCC4)=O)CC1